OP(O)OP(O)O.C(C)(C)(C)C1=C(C(=CC(=C1)C)C(C)(C)C)C(O)(C(CO)(CO)CO)C1=C(C=CC=C1C(C)(C)C)C(C)(C)C (2,6-di-t-butyl-4-methylphenyl)(2,6-di-t-butylphenyl)pentaerythritol diphosphite